CO[C@H](C)C1=NC=CC(=C1)C1=NOC(=N1)[C@H](C)NC(=O)C1=CC(=NN1C)C(F)(F)F N-((S)-1-(3-(2-((R)-1-methoxyethyl)pyridin-4-yl)-1,2,4-oxadiazol-5-yl)ethyl)-1-methyl-3-(trifluoromethyl)-1H-pyrazole-5-carboxamide